[Br-].C[N+]1(CCCC1)C 1,1-dimethylpyrrolidinium bromide